ClC1=C(CN2C(C(NCC2)=O)=O)C=CC(=C1OC)OC 1-(2-chloro-3,4-dimethoxybenzyl)piperazine-2,3-dione